N-(1-(7-(5-Acetylthiophen-2-yl)quinolin-5-yl)cyclopropyl)-2-methyl-5-((1-methylazetidin-2-yl)methoxy)benzamide C(C)(=O)C1=CC=C(S1)C1=CC(=C2C=CC=NC2=C1)C1(CC1)NC(C1=C(C=CC(=C1)OCC1N(CC1)C)C)=O